C(C(C)C)[C@H]1N(CCC(C1)C=1C=C(C=2N(C1)N=C(N2)C2=CC=C(C=C2)S(=O)(=O)C)C)C2CCNCC2 6-(r-isobutyl-[1,4'-bipiperidin]-4-yl)-8-methyl-2-(4-(methylsulfonyl)phenyl)-[1,2,4]triazolo[1,5-a]pyridine